NC1=C(C=C2C=CN(C(C2=C1)=O)CC1=CC=C(C=C1)OC)Br 7-amino-6-bromo-2-(4-methoxybenzyl)isoquinolin-1(2H)-one